bis(2,2'-bipyridine) ruthenium (II) dichloride hydrate O.[Ru](Cl)Cl.N1=C(C=CC=C1)C1=NC=CC=C1.N1=C(C=CC=C1)C1=NC=CC=C1